C(SC1=CC=CC=C1)([2H])([2H])[2H] 4-((methyl-d3)thio)benzene